2-(4-methanesulfonylbenzyl)-3-(1-(2-oxo-2H-chromen-8-yl)-1H-1,2,3-triazol-4-yl)picolinamide CS(=O)(=O)C1=CC=C(CC2(NC=CC=C2C=2N=NN(C2)C=2C=CC=C3C=CC(OC23)=O)C(=O)N)C=C1